tert-butyl (4-aminocyclohexyl)carbamate NC1CCC(CC1)NC(OC(C)(C)C)=O